ClC1=C(C=CC=C1)C1=NN2C(N=C(C=C2N2CCC(CC2)(C(=O)N)OCC)N(C)CCO)=C1C1=CC=C(C=C1)Cl 1-[2-(2-chlorophenyl)-3-(4-chlorophenyl)-5-[2-hydroxyethyl(methyl)amino]pyrazolo[1,5-a]pyrimidin-7-yl]-4-ethoxy-piperidine-4-carboxamide